CNC[C@H]1N(CCC1)C(=O)OC(C)(C)C tert-Butyl (S)-2-((methylamino)methyl)pyrrolidine-1-carboxylate